3-Azidobenzenesulfonamide N(=[N+]=[N-])C=1C=C(C=CC1)S(=O)(=O)N